ClC1=NC=2N(C(=C1C1=CC=C(C=C1)OC)Cl)N=C(C2N2CCCCC2)C2=CC=CC=C2 5,7-dichloro-6-(4-methoxyphenyl)-2-phenyl-3-(piperidin-1-yl)pyrazolo[1,5-a]pyrimidine